ethyl 4-[3-[6-cyano-5-(trifluoromethyl)pyridin-3-yl]-5,5-dimethyl-4-oxo-2-thioxo-imidazolidin-1-yl]butanoate C(#N)C1=C(C=C(C=N1)N1C(N(C(C1=O)(C)C)CCCC(=O)OCC)=S)C(F)(F)F